4-methyl-3-(3-methyl-1-(3-(4,4,5,5-tetramethyl-1,3,2-dioxaborolan-2-yl)-5-(trifluoromethyl)phenyl)cyclobutyl)-4H-1,2,4-triazole CN1C(=NN=C1)C1(CC(C1)C)C1=CC(=CC(=C1)C(F)(F)F)B1OC(C(O1)(C)C)(C)C